C1(CC1)C([C@@H](C(=O)NC1=CC=C(C=C1)C1=C(N=CO1)C)NC(=O)C=1N(N=CC1)C(C)C)C1CC1 N-[(1S)-1-(dicyclopropylmethyl)-2-[4-(4-methyloxazol-5-yl)anilino]-2-oxo-ethyl]-2-isopropyl-pyrazole-3-carboxamide